2-(2-bromo-6-chloropyridin-4-yl)piperazine BrC1=NC(=CC(=C1)C1NCCNC1)Cl